ClC=1C=C(C(=O)N2CCC3=CC(=CC=C23)[C@@H](C)NC(C2=CC=C(C=C2)Cl)=O)C=CC1 (R)-N-(1-(1-(3-chlorobenzoyl)-2,3-dihydro-1H-indol-5-yl)ethyl)-4-chlorobenzamide